BrC1=CC(=C(C=C1)NC(OCCCC)=O)C butyl (4-bromo-2-methylphenyl)carbamate